5-nonyldihydrofuran-2-one C(CCCCCCCC)C1CCC(O1)=O